2-{[4-(4-methylpiperazin-1-yl)phenyl]amino}-8-[(1-methylpyrazol-3-yl)methyl]-5-[2-(triisopropylsilyl)ethynyl]pyrido[2,3-d]pyrimidin-7-one CN1CCN(CC1)C1=CC=C(C=C1)NC=1N=CC2=C(N1)N(C(C=C2C#C[Si](C(C)C)(C(C)C)C(C)C)=O)CC2=NN(C=C2)C